4-(7-phenyl-4-(pyridazin-3-ylmethoxy)-6,7-dihydro-5H-pyrrolo[2,3-d]pyrimidin-2-yl)morpholine C1(=CC=CC=C1)N1CCC2=C1N=C(N=C2OCC=2N=NC=CC2)N2CCOCC2